C1(=CC=CC2=CC=CC=C12)C1=CC=C(C=C1)C1=CC=C(C=C1)NC1=CC=CC=C1 (4'-naphthalen-1-yl-biphenyl-4-yl)-phenyl-amine